NC1=C(C#N)C=CC=C1C(=C)C 2-amino-3-(prop-1-en-2-yl)benzonitrile